3-(5-(trifluoromethyl)pyrimidin-2-yl)-3,6-diazabicyclo[3.1.1]Heptane-6-carboxylic acid FC(C=1C=NC(=NC1)N1CC2N(C(C1)C2)C(=O)O)(F)F